2-[6-amino-5-[8-[2-[3-(5-oxa-8-azaspiro[3.5]nonan-8-yl)prop-1-ynyl]-4-pyridyl]-3,8-diazabicyclo[3.2.1]octan-3-yl]pyridazin-3-yl]phenol NC1=C(C=C(N=N1)C1=C(C=CC=C1)O)N1CC2CCC(C1)N2C2=CC(=NC=C2)C#CCN2CCOC1(CCC1)C2